BrC=1C(=NN(C1C(F)(F)F)C)N 4-Bromo-1-methyl-5-(trifluoromethyl)-1H-pyrazol-3-amine